6-methoxy-7-(3-(piperidin-1-yl)propoxy)-2-(pyrrolidin-1-yl)-N-(tetrahydro-2H-pyran-3-yl)quinazolin-4-amine COC=1C=C2C(=NC(=NC2=CC1OCCCN1CCCCC1)N1CCCC1)NC1COCCC1